OC=1C=C(C(=CC1)C)C=O p-hydroxytolualdehyde